(R)-6-(4-cyanotetrahydro-2H-pyran-4-yl)-N-(2-(4-cyanothiazolidin-3-yl)-2-oxoethyl)-quinoline-4-carboxamide C(#N)C1(CCOCC1)C=1C=C2C(=CC=NC2=CC1)C(=O)NCC(=O)N1CSC[C@H]1C#N